4-chloro-2-(3-fluorotetrahydrofuran-3-yl)-6-methoxypyrimidine ClC1=NC(=NC(=C1)OC)C1(COCC1)F